O=C1N(C(C=C1)=O)CCC(=O)N[C@@H](C(=O)N[C@H](C(=O)NC(CCC(=O)[O-])C=O)C)CC(C)C 4-((S)-2-((R)-2-(3-(2,5-dioxo-2,5-dihydro-1H-pyrrol-1-yl)propanamido)-4-methylpentanamido)propanamido)-5-oxopentanoate